ClC1=C(C(=CC=C1)Cl)C1=NOC(=C1COCC12CC(CC(CC1)N2C2(CN(C1=CC=CC=C21)C)C(=O)O)F)C2C(C2)(F)F 3-(((3-(2,6-dichlorophenyl)-5-(2,2-difluorocyclopropyl)isoxazol-4-yl)methoxymethyl)-3-fluoro-8-azabicyclo[3.2.1]oct-8-yl)-1-methyl-1H-indole-3-carboxylic acid